C1(CC1)C1=NNC2=CN=C(C(=C21)C2=CC(=C(C=C2)S(=O)(=O)C(F)F)C)C#N 3-cyclopropyl-4-[4-(difluoromethylsulfonyl)-3-methyl-phenyl]-1H-pyrazolo[3,4-c]pyridine-5-carbonitrile